C(C1=CC=CC=C1)OC(=O)N1CC(C(C1)OC(=O)SC)C(C)C 3-isopropyl-4-(((methylthio)carbonyl)oxy)pyrrolidine-1-carboxylic acid benzyl ester